COC=1C=C(CN(C(C(=O)OC)CBr)CC2=CC(=CC(=C2)OC)OC)C=C(C1)OC methyl 2-(bis(3,5-dimethoxybenzyl) amino)-3-bromopropionate